N-[4-(morpholin-4-yl)phenyl]-4-(2-{[(3S)-piperidin-3-yl]amino}-5-(trifluoromethyl)pyrimidin-4-yl)-1H-pyrrole-2-carboxamide N1(CCOCC1)C1=CC=C(C=C1)NC(=O)C=1NC=C(C1)C1=NC(=NC=C1C(F)(F)F)N[C@@H]1CNCCC1